1-ethyl-3-(5-((4-(2-methyl-6-(1H-pyrazol-1-yl)pyridin-3-yl)piperidin-1-yl)methyl)oxazol-2-yl)urea C(C)NC(=O)NC=1OC(=CN1)CN1CCC(CC1)C=1C(=NC(=CC1)N1N=CC=C1)C